IC=1C(=NC=CC1)C1=NC=CC=C1I 3,3'-diiodo-2,2'-bipyridine